ClC1=C(C(=O)OC)C=CC(=N1)CCC methyl 2-chloro-6-propylnicotinate